OC(C(=O)[O-])C1=CC=CC=C1 2-hydroxy-2-phenylacetate